[N+](=O)([O-])C1=CCCC(=C1)[N+](=O)[O-] 3,5-dinitrocyclohexa-2,4-diene